C1(CC1)N1C=C(C(C2=CC(=C(C=C12)N1CCN(CC1)C1=CC=CC2=CC=CC=C12)F)=O)C(=O)[O-] 1-cyclopropyl-6-fluoro-7-(4-(naphthalen-1-yl) piperazin-1-yl)-4-oxo-1,4-dihydroquinoline-3-carboxylate